2-amino-3-(6-(6-(pyridin-2-yl)-1,2,4,5-tetrazin-3-yl)pyridin-3-yl)propanoic acid NC(C(=O)O)CC=1C=NC(=CC1)C=1N=NC(=NN1)C1=NC=CC=C1